NC([C@H](C[C@H]1C(NC(C1)(C)C)=O)NC([C@H](CC1CC1)NC(=O)C=1NC2=CC=CC(=C2C1)OC)=O)=O N-((S)-1-(((S)-1-amino-3-((R)-5,5-dimethyl-2-oxopyrrolidin-3-yl)-1-oxopropan-2-yl)amino)-3-cyclopropyl-1-oxopropan-2-yl)-4-methoxy-1H-indole-2-carboxamide